ClC1=CC(=C(C=C1)C1=C2C(=C(N=N1)N[C@H]1CN(C[C@@H](C1)F)C)COCC2)F 1-(4-chloro-2-fluorophenyl)-N-((3R,5R)-5-fluoro-1-methylpiperidin-3-yl)-7,8-dihydro-5H-pyrano[3,4-d]pyridazin-4-amine